ethyl-2-[4-[(imidazo[1,2-a]pyrimidine-6-carbonylamino)methyl]phenyl]-1,3-benzoxazole C(C)C1=CC=CC2=C1N=C(O2)C2=CC=C(C=C2)CNC(=O)C=2C=NC=1N(C2)C=CN1